n-hexadecyl triacontanoate C(CCCCCCCCCCCCCCCCCCCCCCCCCCCCC)(=O)OCCCCCCCCCCCCCCCC